6-((2,3-Difluorobenzyl)oxy)-10,10a-dihydro-2H-oxazolo[3',2':3,4]imidazo[1,2-c]pyrimidin-8(3H)-one FC1=C(COC=2C=C3N(C(N2)=O)CC2N3CCO2)C=CC=C1F